5-(4-(4-(2-azaspiro[3.3]heptan-2-yl)phenyl)thiazol-2-yl)-3-fluoro-2-hydroxybenzaldehyde C1N(CC12CCC2)C2=CC=C(C=C2)C=2N=C(SC2)C=2C=C(C(=C(C=O)C2)O)F